C(C)(C)N[C@]1(C(CCCC1)=O)C1=CC=CC=C1 (S)-2-(isopropylamino)-2-phenylcyclohexan-1-one